Potassium sorbate C(\C=C\C=C\C)(=O)[O-].[K+]